[1-(9-ethyl-6-(2-methylbenzoyl)carbazol-3-yl)ethylideneamino]acetate C(C)N1C2=CC=C(C=C2C=2C=C(C=CC12)C(C)=NCC(=O)[O-])C(C1=C(C=CC=C1)C)=O